(2S)-2-amino-N-[1-[3-benzyloxy-1-(6-chloro-3-methoxy-pyridazin-4-yl)propyl]pyrazol-4-yl]-3,3-dicyclopropyl-propanamide N[C@H](C(=O)NC=1C=NN(C1)C(CCOCC1=CC=CC=C1)C1=C(N=NC(=C1)Cl)OC)C(C1CC1)C1CC1